tricosaethylene glycol diacrylate C(C=C)(=O)OCCOCCOCCOCCOCCOCCOCCOCCOCCOCCOCCOCCOCCOCCOCCOCCOCCOCCOCCOCCOCCOCCOCCOC(C=C)=O